COC1=C(C=CC=C1)N1CCN(CC1)CC[C@@H]1CC[C@H](CC1)NC(OCCCC)=O Butyl (trans-4-(2-(4-(2-methoxyphenyl)piperazin-1-yl)ethyl)cyclohexyl)carbamate